C(C)(C)(C)OC(=O)N1[C@@H](C[C@H](C1)N1CCC(CC1)(F)F)C(=O)O (2S,4R)-1-tert-Butoxycarbonyl-4-(4,4-difluoro-1-piperidinyl)pyrrolidine-2-carboxylic acid